C(C)(C)(C)OC(=O)N[C@H](C(=O)OC)CC1C(NC2=CC=CC=C12)=O Methyl (2S)-2-((tert-butoxycarbonyl)amino)-3-(2-oxoindolin-3-yl)propanoate